((2-aminophenyl)(4-isopropylphenyl)methylene)-2-methylpropane-2-sulfinamide NC1=C(C=CC=C1)C(C1=CC=C(C=C1)C(C)C)=CC(C)(S(=O)N)C